1-(5-Chloro-2-((4-(4-methylpiperazin-1-yl)phenyl)amino)pyrimidin-4-yl)-N-methyl-1H-pyrrole-3-carboxamide ClC=1C(=NC(=NC1)NC1=CC=C(C=C1)N1CCN(CC1)C)N1C=C(C=C1)C(=O)NC